5-((4-(ethylsulfonyl)benzyl)carbamoyl)-2-methoxybenzoic acid C(C)S(=O)(=O)C1=CC=C(CNC(=O)C=2C=CC(=C(C(=O)O)C2)OC)C=C1